tert-butyl 4-(2',6'-bis(benzyloxy)-4-fluoro-[2,3'-bipyridin]-5-yl)piperazine-1-carboxylate C(C1=CC=CC=C1)OC1=NC(=CC=C1C1=NC=C(C(=C1)F)N1CCN(CC1)C(=O)OC(C)(C)C)OCC1=CC=CC=C1